3-(trans-3-hydroxycyclobutyl)-4-methyl-1-phenyl-1H-pyrazol O[C@@H]1C[C@H](C1)C1=NN(C=C1C)C1=CC=CC=C1